N-((2-azaspiro[3.3]heptan-6-yl)methyl)-4-((8-ethoxy-7-(1H-pyrazol-4-yl)-[1,2,4]triazolo[1,5-a]pyridin-2-yl)amino)-3-methylbenzenesulfonamide C1NCC12CC(C2)CNS(=O)(=O)C2=CC(=C(C=C2)NC2=NN1C(C(=C(C=C1)C=1C=NNC1)OCC)=N2)C